((7-Methyl-1H-indol-3-yl)methylene)-2-phenyloxazol-5(4H)-one CC=1C=CC=C2C(=CNC12)C=C1N=C(OC1=O)C1=CC=CC=C1